OC1(CCC(CC1)C1=C(C(=O)N)C=C(C=N1)C1=C(C=C(C=C1)CN1C(CCC1)C)C)C (4-hydroxy-4-methylcyclohexyl)-5-(2-methyl-4-((2-methylpyrrolidin-1-yl)methyl)phenyl)nicotinamide